[Mn].NC1=CC2=C(N=C(O2)C2=CC(=CC=C2)C=2OC3=C(N2)C=CC(=C3)N)C=C1 1,3-bis(6-amino-2-benzoxazolyl)benzene manganese